O1N=C(N=C1)C=1C=C(C(=O)NC2CC(C2)C(=O)NC=2SC(=C(N2)C)C(=O)OC(C)(C)C)C=CC1 tert-Butyl 2-((1s,3s)-3-(3-(1,2,4-oxadiazol-3-yl)benzamido)cyclobutane-1-carboxamido)-4-methylthiazole-5-carboxylate